[O-]CCC.[Mg+2].ClC=1C=C(C=C(C1F)C(=NO)C1CC1)NC(C)=O.[O-]CCC (E)- and (Z)-N-{3-Chloro-5-[cyclopropyl(hydroxyimino)methyl]-4-fluorophenyl}acetamide magnesium N-propoxide